N1NCC=2C1=NC=NC2 1,2-dihydro-3H-pyrazolo[3,4-d]pyrimidin